C(C)SC1=CC=C2C=C(C=C(C2=C1F)N1CC=2N=C(N=C(C2CC1)O)OC[C@]12CCCN2C[C@@H](C1)F)OCOC 7-(7-(ethylthio)-8-fluoro-3-(methoxymethoxy)naphthalen-1-yl)-2-(((2R,7aS)-2-fluorohexahydro-1H-pyrrolizin-7a-yl)methoxy)-5,6,7,8-tetrahydropyrido[3,4-d]pyrimidin-4-ol